ClC=1C=C2C=NN(C2=CC1C1CCN(CC1)[C@H]1COCC1)C=1C=NN(C1)C |r| (R and S)-5-chloro-1-(1-methyl-1H-pyrazol-4-yl)-6-(1-(tetrahydrofuran-3-yl)piperidin-4-yl)-1H-indazole